C(CCCCCCCCCCC)C=1OCCN1 2-dodecyl-2-oxazoline